2-(2,6-dioxopiperidin-3-yl)-5-(4-(hydroxymethyl)piperidin-1-yl)isoindoline-1,3-dione O=C1NC(CCC1N1C(C2=CC=C(C=C2C1=O)N1CCC(CC1)CO)=O)=O